2-(6'-chlorospiro[cyclopropane-1,3'-pyrrolo[3,2-c]pyridine]-1'(2'h)-yl)-5-methylthiazole ClC1=CC2=C(C=N1)C1(CN2C=2SC(=CN2)C)CC1